1H-azepin-1-carboxylic acid N1(C=CC=CC=C1)C(=O)O